FC1=C(CC2=CC(=NC(=C2)C)C2CN(CCC2)C(CCN2N=C(C=C2)C)=O)C=CC=C1 1-(3-(4-(2-fluorobenzyl)-6-methylpyridin-2-yl)piperidin-1-yl)-3-(3-methyl-1H-pyrazol-1-yl)propan-1-one